FC=1C=CC(=C2C=C(NC(C12)=O)CCCN1CCN(CC1)C(C1=CC=C(C=C1)F)=O)C 8-fluoro-3-(3-(4-(4-fluorobenzoyl)piperazin-1-yl)propyl)-5-methylisoquinolin-1(2H)-one